FC1=C(COC(=O)C2C(C2C=C(Cl)Cl)(C)C)C(=C(C=C1F)F)F 2,3,5,6-tetrafluorobenzyl-3-(2,2-dichlorovinyl)-2,2-dimethylcyclopropanecarboxylate